C(C1CO1)OC1C(NC(C1)(C)C)(C)C 3-(2,3-epoxypropoxy)-2,2,5,5-tetramethylpyrrolidine